(-)-1-{[2-oxo-4-(2,4,5-trifluorophenyl)pyrrolidin-1-yl]methyl}-1H-imidazole-4-carbonitrile O=C1N(CC(C1)C1=C(C=C(C(=C1)F)F)F)CN1C=NC(=C1)C#N